7-(dibenzylamino)-2'-(((S)-1-methylpyrrolidin-2-yl)methoxy)-4'-(1,4-oxazepan-4-yl)-3,4,5',8'-tetrahydro-2H-spiro[naphthalene-1,7'-pyrano[4,3-d]pyrimidine]-8-carbonitrile C(C1=CC=CC=C1)N(C1=CC=C2CCCC3(CC=4N=C(N=C(C4CO3)N3CCOCCC3)OC[C@H]3N(CCC3)C)C2=C1C#N)CC1=CC=CC=C1